5-(4-(2-((2-(4-(3-amino-4-nitrophenyl)piperazin-1-yl)ethyl)amino)ethyl)-piperidin-1-yl)-2-(2,6-dioxopiperidin-3-yl)-6-fluoroisoindoline-1,3-dione NC=1C=C(C=CC1[N+](=O)[O-])N1CCN(CC1)CCNCCC1CCN(CC1)C=1C=C2C(N(C(C2=CC1F)=O)C1C(NC(CC1)=O)=O)=O